ClC1=CC=C(C=C1)SP(SC1=CC=C(C=C1)Cl)SC1=CC=C(C=C1)Cl tris(4-chlorophenyl)trithiophosphite